C[C@@H](CCCC(=C)C)CCOC(=O)CC1=CC=CC=C1 The molecule is a carboxylic ester resulting from the formal condensation of phenylacetic acid with (3S)-3,7-dimethyloct-7-en-1-ol. It has a role as a flavouring agent. It is a carboxylic ester and an olefinic compound. It derives from a phenylacetic acid.